N-(ammonioacetyl)glycyl-L-phenylalanylglycine trifluoroacetate FC(C(=O)[O-])(F)F.[NH3+]CC(=O)NCC(=O)N[C@@H](CC1=CC=CC=C1)C(=O)NCC(=O)O